(S)-tert-Butyl 2-((3-(N,N-bis(4-methoxybenzyl)sulfamoyl)-1H-pyrazol-1-yl)methyl)azetidine-1-carboxylate COC1=CC=C(CN(S(=O)(=O)C2=NN(C=C2)C[C@H]2N(CC2)C(=O)OC(C)(C)C)CC2=CC=C(C=C2)OC)C=C1